2-[[2-[6-(3-cyclopropyl-1,2,4-triazol-1-yl)-2-azaspiro[3.3]heptane-2-carbonyl]-2,6-diazaspiro[3.3]heptan-6-yl]methyl]benzoic acid methyl ester COC(C1=C(C=CC=C1)CN1CC2(CN(C2)C(=O)N2CC3(C2)CC(C3)N3N=C(N=C3)C3CC3)C1)=O